N1(CCOCC1)CC(=O)N1N(CC(=C1)C#N)C1CN(CC1)C(F)(F)F 1-[2-(morpholin-4-yl)acetyl]-2-(trifluoromethylpyrrolidin-3-yl)-1H-pyrazol-4-carbonitril